tert-Butyl 8-bromo-2,4-dimethyl-chromane-4-carboxylate BrC=1C=CC=C2C(CC(OC12)C)(C(=O)OC(C)(C)C)C